2,4-dibromo-5-methylpyridine BrC1=NC=C(C(=C1)Br)C